2-methylpropan-2-yl ({[7-amino-1-(2-chloro-5-fluorophenyl)-1-hydroxy-4-methoxy-3-oxo-2,3-dihydro-1H-isoindol-5-yl]methyl}(methyl)amino)methanoate NC=1C=C(C(=C2C(NC(C12)(O)C1=C(C=CC(=C1)F)Cl)=O)OC)CN(C)C(=O)OC(C)(C)C